adamantane-1-carbonitrile C12(CC3CC(CC(C1)C3)C2)C#N